ClC1=C2C(=C(N=C1Cl)OC1CC1)C=1CN(CCC1N2)C(CO)=O 1-(6,7-dichloro-9-cyclopropoxy-1,3,4,5-tetrahydro-2H-pyrrolo[3,2-c:4,5-c']dipyridin-2-yl)-2-hydroxyethan-1-one